2-Amino-N-(1-[8-chloro-5-(2,2-dimethyl-1,1-dioxidothio-morpholin-4-yl)imidazo[1,5-a]pyridin-6-yl]ethyl)pyrazolo-[1,5-a]pyrimidine-3-carboxamide trifluoroacetate salt FC(C(=O)O)(F)F.NC1=NN2C(N=CC=C2)=C1C(=O)NC(C)C=1C=C(C=2N(C1N1CC(S(CC1)(=O)=O)(C)C)C=NC2)Cl